C(C1=CC=CC=C1)OC(=O)N1CCC2(CC1)CNC1=C(C=C(C=C12)F)F 5,7-Difluorospiro[indoline-3,4'-piperidine]-1'-carboxylic acid benzyl ester